3-(N-aziridinyl)propionate N1(CC1)CCC(=O)[O-]